BrC1=CC(=C(C=C1)NC(=O)N[C@H](C(=O)NCC(=O)OC(C)(C)C)CCC)F tert-butyl {[(2S)-2-{[(4-bromo-2-fluorophenyl)carbamoyl]amino}pentanoyl]amino}acetate